COC1=CC=C(C=C1)N1CC(CCC1)NC(OC(C)(C)C)=O tert-butyl (1-(4-methoxyphenyl)piperidin-3-yl)carbamate